ClC=1C=NC=C(C1CSC=1N=C(C2=C(N1)CCC2)OCOC(CCCCC(=O)O)=O)C 6-(((2-(((3-chloro-5-methylpyridin-4-yl)methyl)thio)-6,7-dihydro-5H-cyclopenta[d]-pyrimidin-4-yl)oxy)methoxy)-6-oxohexanoic acid